ClC1=CC=C(C(=N1)C)NCC 6-chloro-N-ethyl-2-methylpyridin-3-amine